1-amino-2-(dimethylethoxysilyl)propane Ethyl-6-(2-{[7-(5-methyl-1,2,4-oxadiazol-3-yl)isoquinolin-1-yl]amino}ethyl)-7-oxo-4H,5H,6H,7H-thieno[2,3-c]pyridine-2-carboxylate C(C)OC(=O)C1=CC2=C(C(N(CC2)CCNC2=NC=CC3=CC=C(C=C23)C2=NOC(=N2)C)=O)S1.NCC(C)[Si](OCC)(C)C